CC1=C(C=NO)C(=CC(=C1OCCCC1OC1C)C)C 2,4,6-trimethyl-3-(3-(3-methyloxiran-2-yl)propoxy)benzaldoxime